(3aS,6aS)-hexahydrocyclopenta[c]pyrrol C1NC[C@@H]2C1=CCC2